7-iodo-8-methoxy-3-methyl-5-phenyl-3-propyl-2,3-dihydro-1,5-benzothiazepine-4(5H)-one IC=1C(=CC2=C(N(C(C(CS2)(CCC)C)=O)C2=CC=CC=C2)C1)OC